C1(CC1)C1=CN=C(N=N1)C1(CC(CC1)N)N (6-cyclopropyl-1,2,4-triazine-3-yl)cyclopentane-1,3-diamine